3-[4-(dimethylamino)phenyl]propionitrile CN(C1=CC=C(C=C1)CCC#N)C